5-bromo-3-[(2-chlorophenyl)methoxy]pyridin-2-amine BrC=1C=C(C(=NC1)N)OCC1=C(C=CC=C1)Cl